C(C)(C)(C)OC(=O)N(C=1N=C2N(C=C(C=C2)C(C)(C)C#N)C1S(=O)(=O)CC)CC1=NC=C(C=C1C(=O)OCC)C(F)(F)F ethyl 2-[[tert-butoxycarbonyl-[6-(1-cyano-1-methyl-ethyl)-3-ethylsulfonyl-imidazo[1,2-a]pyridin-2-yl]amino]methyl]-5-(trifluoromethyl)pyridine-3-carboxylate